[Cl-].C(C)[N+](CCCCCCCCCCCCCCCC)(C1=CC=CC=C1)C ethylmethylphenyl-hexadecyl-ammonium chloride